cyclopentylfluorene C1(CCCC1)C1=CC=CC=2C3=CC=CC=C3CC12